N-(5-(4-(4-Aminoimidazo[2,1-f][1,2,4]triazin-7-yl)-1H-pyrazol-1-yl)-2-Fluoro-4-methylphenyl)-4-((4-methylpiperazin-1-yl)methyl)-3-(trifluoromethyl)benzamide NC1=NC=NN2C1=NC=C2C=2C=NN(C2)C=2C(=CC(=C(C2)NC(C2=CC(=C(C=C2)CN2CCN(CC2)C)C(F)(F)F)=O)F)C